tert-butyl 2-((1S,2R)-6'-bromo-2-fluoro-1'-oxo-1'H-spiro[cyclopropane-1,4'-isoquinolin]-2'(3'H)-yl)acetate BrC=1C=C2[C@@]3(CN(C(C2=CC1)=O)CC(=O)OC(C)(C)C)[C@@H](C3)F